8-((3S,4S)-3-ethoxy-4-(4-(methylsulfonyl)phenoxy)piperidin-1-yl)-5-methyl-6-oxo-5,6-dihydro-1,5-naphthyridine-2-carbonitrile C(C)O[C@H]1CN(CC[C@@H]1OC1=CC=C(C=C1)S(=O)(=O)C)C1=CC(N(C=2C=CC(=NC12)C#N)C)=O